N-((6S,7S)-5-((R)-2-cyanopropanoyl)-6-((2,3',5'-trifluoro-[1,1'-biphenyl]-3-yl)methyl)-5-azaspiro[2.4]heptan-7-yl)-1,1-difluoromethanesulfonamide C(#N)[C@H](C(=O)N1CC2(CC2)[C@@H]([C@@H]1CC=1C(=C(C=CC1)C1=CC(=CC(=C1)F)F)F)NS(=O)(=O)C(F)F)C